NC1=NC(=NC=C1)N1C[C@@H]([C@@H](CC1)O)C (3s,4r)-1-(4-aminopyrimidin-2-yl)-3-methylpiperidin-4-ol